CC1C=C2CCCCCCC(C1)O2 10-Methyl-12-oxabicyclo[6.3.1]-dodec-8-en